C(C)C1=C(C=C2C=C(N=CC2=C1)NC(=O)[C@H]1CC12CCOCC2)N2CCN(CC2)[C@@]2(COC[C@@H]2O)C (S)-N-(7-ethyl-6-(4-(4-(3R,4R)-hydroxy-3-methyltetrahydrofuran-3-yl)piperazin-1-yl)isoquinolin-3-yl)-6-oxaspiro[2.5]octane-1-carboxamide